C(C)(C)(C)OC(=O)N1CCN(CC1)C1=C2C=CC(=NC2=C(C=C1)C(=O)O)C 5-[4-(tert-butoxycarbonyl)piperazin-1-yl]-2-methylquinoline-8-carboxylic acid